ON(C1=CC=CC=C1)O bis-hydroxyaniline